[Ir+3].C(C)(=O)CC(C)=O (acetylacetone) iridium(III)